(E)-3-ethoxy-4-((4-phenylpent-3-en-1-yl)oxy)benzaldehyde C(C)OC=1C=C(C=O)C=CC1OCC\C=C(/C)\C1=CC=CC=C1